OOONCCCCCCCCNCCCCCCNCC(=O)O trioxa-4,13,20-triazadocosan-22-oic acid